5,6-dimethyl-benzotriazole CC1=CC2=C(NN=N2)C=C1C